N-tertiary butyl-2-benzothiazoleSulfonamide C(C)(C)(C)NS(=O)(=O)C=1SC2=C(N1)C=CC=C2